1-(4-benzyl-3-oxo-3,4-dihydro-2H-benzo[b][1,4]thiazin-6-yl)-3-(1H-indol-6-yl)urea C(C1=CC=CC=C1)N1C2=C(SCC1=O)C=CC(=C2)NC(=O)NC2=CC=C1C=CNC1=C2